COC(=O)C=1N=CC=C2C1N(N=C2)N2C=NC=C2 (1H-imidazol-1-yl)-1H-pyrazolo[3,4-c]pyridine-7-carboxylic acid methyl ester